4-(5-chloro-2-(pyridin-2-yl)pyrazolo[1,5-a]pyrimidin-7-yl)morpholine ClC1=NC=2N(C(=C1)N1CCOCC1)N=C(C2)C2=NC=CC=C2